COC=1C=C(C=CC1)C1=NC(=NC(=C1)SCCC1=CC=CC=C1)N 4-(3-Methoxyphenyl)-6-(phenylethylsulfanyl)pyrimidin-2-amine